5-cyano-1H-indazole-3-carboxamide C(#N)C=1C=C2C(=NNC2=CC1)C(=O)N